C(#N)C1(CC1)CC(=O)N1CC(C=CC1)C 1-(2-(1-cyanocyclopropyl)acetyl)-3-methyl-1,2,3,6-tetrahydropyridin